1-(difluoromethyl)-3-iodobenzene FC(C1=CC(=CC=C1)I)F